FC1(CC(N(C1)C1=C(C=NC=N1)F)C1=CC=C(C=C1)C(F)(F)F)F 6-(4,4-difluoro-2-(4-(trifluoromethyl)phenyl)pyrrolidin-1-yl)-5-fluoropyrimidin